CN1CC(CC1)NC(CN1CCN(C2=CC=CC=C12)C1=CC=CC=C1)C 2-((1-methylpyrrolidin-3-yl)amino)-1-(4-phenyl-3,4-dihydroquinoxalin-1(2H)-yl)propan